ClC1=CC=C(C=C1)N1CCC(CC1)C(=O)NCC1=C(C(=C(C=C1)C(F)(F)F)C=1NC(C=C(N1)C)=O)F 1-(4-chlorophenyl)-N-[2-fluoro-3-(4-methyl-6-oxo-1,6-dihydropyrimidin-2-yl)-4-(trifluoromethyl)benzyl]piperidine-4-carboxamide